(R)-4-((3,4-dioxo-2-((2,5,5-trimethyl-4,5,6,7-tetrahydrobenzofuran-4-yl)amino)cyclobut-1-en-1-yl)amino)-3-hydroxy-N-isopropyl-N-methylpicolinamide O=C1C(=C(C1=O)NC1=C(C(=NC=C1)C(=O)N(C)C(C)C)O)N[C@@H]1C(CCC2=C1C=C(O2)C)(C)C